N-(N-Methyl-O-[2-(2-mercaptobutanamido)ethyl]hydroxylamino)-5-acetyl-α-neuraminic acid CN(N[C@@]1([C@H](C[C@@](C(O)=O)(O)O[C@H]1[C@H](O)[C@H](O)CO)O)C(C)=O)OCCNC(C(CC)S)=O